FC=1C=C(CC=2C=NN(C2)C(=O)N[C@@H]2C(N(C3=C(OC2)C=CC(=C3)OCCC(C)(C)O)C)=O)C=CC1 (S)-4-(3-fluorobenzyl)-N-(7-(3-hydroxy-3-methylbutoxy)-5-methyl-4-oxo-2,3,4,5-tetrahydrobenzo[b][1,4]oxazepin-3-yl)-1H-pyrazole-1-carboxamide